trans-N-(benzo[d]thiazol-5-yl)-1-((2,3-dihydrobenzofuran-5-yl)sulfonyl)-3-fluoropiperidine-4-carboxamide S1C=NC2=C1C=CC(=C2)NC(=O)[C@H]2[C@@H](CN(CC2)S(=O)(=O)C=2C=CC1=C(CCO1)C2)F